COC(=O)C1NCCOC1 morpholine-3-carboxylic acid methyl ester